3-(2-bromophenylthio)propanoic acid BrC1=C(C=CC=C1)SCCC(=O)O